ClC1=CC=C(C=C1)C1=NN(C[C@H]1C1=CC=CC=C1)/C(/NC1CN(C1)S(N)(=O)=O)=N/S(=O)(=O)C1=CC=C(C=C1)Cl (R,E)-3-(4-chlorophenyl)-N'-((4-chlorophenyl)sulfonyl)-4-phenyl-N-(1-sulfamoylazetidin-3-yl)-4,5-dihydro-1H-pyrazole-1-carboximidamide